S1C(=CC=C1)C(CC(=O)O)C(=O)O monothiolsuccinic acid